BrC(=CC(C1=CC=C(C=C1)OC)C1=CC(=C(C(=C1)C(C)(C)C)O)C(C)(C)C)C1=CC=C(C=C1)OC 4-(3-bromo-1,3-bis(4-methoxyphenyl)allyl)-2,6-di-tert-butylphenol